maleimidohexanoyl-valine C1(C=CC(N1CCCCCC(=O)N[C@@H](C(C)C)C(=O)O)=O)=O